C(C)OC(C(=O)NCCOC1=C(C=CC(=C1)C(F)(F)F)C=1OC2=C(C=CC=C2C(C1)=O)Cl)=O 2-[2-[2-(8-chloro-4-oxo-chromen-2-yl)-5-(trifluoromethyl)phenoxy]ethylamino]-2-oxo-acetic acid ethyl ester